cis-1-cyclopropyl-4-(dibenzylamino)cyclohexan-1-ol C1(CC1)C1(CCC(CC1)N(CC1=CC=CC=C1)CC1=CC=CC=C1)O